O=C1COCCN1CC(=O)N 2-(3-Oxomorpholino)acetamide